BrC1=C(C=C2C(=NC(=NC2=C1OC1CC1)N1CC(C1)N(C)C)N1CCN(CC1)C(=O)OC(C)(C)C)Cl tert-butyl 4-(7-bromo-6-chloro-8-cyclopropoxy-2-(3-(dimethylamino)azetidine-1-yl)quinazolin-4-yl)piperazin-1-carboxylate